C(C)(CC)P(C=C)(C(C)CC)=O di(sec-butyl)(vinyl)phosphine oxide